Anisyldiphenylsulfonium hexafluoroantimonat F[Sb-](F)(F)(F)(F)F.C(C1=CC=C(C=C1)OC)[S+](C1=CC=CC=C1)C1=CC=CC=C1